C1(C=CC=C1)[Ti](C1C=CC=C1)(Cl)Cl bis(cyclopentadienyl)titanium(IV) chloride